3-(5-(2-(4-(4-nitrophenyl)piperazin-1-yl)-8-azaspiro[4.5]decan-8-yl)-1-oxoisoindolin-2-yl)piperidine-2,6-dione [N+](=O)([O-])C1=CC=C(C=C1)N1CCN(CC1)C1CC2(CC1)CCN(CC2)C=2C=C1CN(C(C1=CC2)=O)C2C(NC(CC2)=O)=O